tert-butyl N-[(1R)-1-formyl-2-methylsulfanyl-ethyl]carbamate C(=O)[C@H](CSC)NC(OC(C)(C)C)=O